N(C1=CC=CC=C1)C1=CC=2CC3=CC=C(C=C3C2C=C1C)NCC 2-anilino-3-methyl-6-(N-ethylamino)fluorene